C1(=CC=C(C=C1)[B-](C1=CC=C(C=C1)C)(C1=CC=C(C=C1)C)C1=CC=C(C=C1)C)C.C[NH+](C)C trimethyl-ammonium tetra(p-tolyl)borate